1-(2-(1-methyl-1H-pyrrolo[2,3-c]pyridine-3-carbonyl)-2-azaspiro[3.3]heptan-6-yl)-3-(3-(trifluoromethyl)phenyl)urea CN1C=C(C=2C1=CN=CC2)C(=O)N2CC1(C2)CC(C1)NC(=O)NC1=CC(=CC=C1)C(F)(F)F